N-Methyl-2-(4-(3-(4-(4-methylpiperazin-1-yl)-3-(trifluoromethyl)phenyl)ureido)phenyl)-1,5-naphthyridine-4-carboxamide CNC(=O)C1=CC(=NC2=CC=CN=C12)C1=CC=C(C=C1)NC(=O)NC1=CC(=C(C=C1)N1CCN(CC1)C)C(F)(F)F